6-chloro-5-fluoro-7-nitroquinoline ClC=1C(=C2C=CC=NC2=CC1[N+](=O)[O-])F